N-[3-(dimethylamino)propyl]Octadeca-9,12,15-trienamide CN(CCCNC(CCCCCCCC=CCC=CCC=CCC)=O)C